C1(CC1)C1=NC=NC(=C1C1=NC=C(C(=N1)NCC1=CC=C(C=C1)C=1N(C=C(N1)C(F)(F)F)C)/C=C/C(=O)OCC)OC ethyl (E)-3-(4'-cyclopropyl-6'-methoxy-4-((4-(1-methyl-4-(trifluoromethyl)-1H-imidazol-2-yl)benzyl)amino)-[2,5'-bipyrimidin]-5-yl)acrylate